ClC=1N=CC2=C(N1)N(C=C2F)[C@@H]2[C@H]([C@@H]1CC[C@H]2O1)C(=O)OCC ethyl (1S,2R,3R,4R)-3-(2-chloro-5-fluoro-7H-pyrrolo[2,3-d]pyrimidin-7-yl)-7-oxabicyclo[2.2.1]heptane-2-carboxylate